FC1(CCN(CCC1)C1=NC(=NC(=C1C(=O)OC)C)C=1C=NN(C1)C)F methyl 4-(4,4-difluoroazepan-1-yl)-6-methyl-2-(1-methyl-1H-pyrazol-4-yl)pyrimidine-5-carboxylate